CN1CCN(C2=C(C=CC=C12)C)S(=O)(=O)C1=C(C=C(C=C1)N1C=NC(=C1)C)C 1,5-Dimethyl-4-[2-methyl-4-(4-methylimidazol-1-yl)phenyl]sulfonyl-2,3-dihydroquinoxaline